N-(4-fluoro-3-methylphenyl)-5-(2-(((1s,4s)-4-hydroxy-4-(trifluoromethyl)cyclohexyl)amino)-2-oxoacetyl)-1,2,4-trimethyl-1H-pyrrole-3-carboxamide FC1=C(C=C(C=C1)NC(=O)C1=C(N(C(=C1C)C(C(=O)NC1CCC(CC1)(C(F)(F)F)O)=O)C)C)C